OC(C1CCCCC1)(C1CCCCC1)O dihydroxydicyclohexylmethane